ClC1=NC=C(C(=C1)C1=C(C=NC(=C1)C)C(=O)NC=1SC=2N=C(N=CC2N1)N1CC2(C1)COCC2)OC 2'-chloro-5'-methoxy-6-methyl-N-(5-(6-oxa-2-azaspiro[3.4]octan-2-yl)-[1,3]thiazolo[5,4-d]pyrimidin-2-yl)-[4,4'-bipyridine]-3-carboxamide